FC=1C(=C(C=CC1F)C1(CC(OC1(C1=CC=CC=C1)C)C(=O)N)C)OC 4-(3,4-difluoro-2-methoxyphenyl)-4,5-dimethyl-5-phenyltetrahydrofuran-2-carboxamide